BrC1=C(C(=C(C=C1)C(=O)C1(CC1)C(F)(F)F)Cl)Cl (4-bromo-2,3-dichlorophenyl)(1-(trifluoromethyl)cyclopropyl)methanone